C(C)OC(=O)C1=CC2=C(S1)C=CC(=C2)C(F)P(=O)(OCC)OCC 5-((diethoxyphosphoryl)fluoromethyl)benzo[b]thiophene-2-carboxylic acid ethyl ester